6-((1,2-Dimethyl-1H-pyrrolo[2,3-b]pyridin-6-yl)methyl)-2-azaspiro[3.3]heptan CN1C(=CC=2C1=NC(=CC2)CC2CC1(CNC1)C2)C